2-(5-(6-bromoquinolin-4-yl)thiophen-2-ylsulfanyl)-2-methylpropionic acid BrC=1C=C2C(=CC=NC2=CC1)C1=CC=C(S1)SC(C(=O)O)(C)C